4-[[2-(5-Chloro-2-hydroxy-phenyl)acetyl]amino]-N-(1-cyano-1,2-dimethyl-propyl)pyridine-2-carboxamide ClC=1C=CC(=C(C1)CC(=O)NC1=CC(=NC=C1)C(=O)NC(C(C)C)(C)C#N)O